COC(C(CC)NC(C1=C(C=C(C(=C1)N1C(N(C(N(C1=O)C)=S)C)=O)F)Cl)=O)=O 2-(2-chloro-5-(3,5-dimethyl-2,6-dioxo-4-thioxo-1,3,5-triazin-1-yl)-4-fluorobenzamido)butanoic acid methyl ester